C[N+]1(C[C@@H](C(CC1)=O)C)C (3S)-1,1,3-trimethylpiperidin-1-ium-4-one